[Cl-].C1(=CC=CC=C1)[SeH2+] phenylselenonium chloride